FC1=CC=C(C=C1)N1CN2[C@H](C(N(C3=CC=CC=C23)C)=O)C1 (S)-2-(4-fluorophenyl)-5-methyl-1,2,3,3a-tetrahydroimidazo[1,5-a]quinoxalin-4(5H)-one